methoxy-3'-oxo-tetrahydro-3'h-spiro[piperidine-4,2'-pyrrolo[2,1-b]oxazole]-1-carboxylic acid benzyl ester C(C1=CC=CC=C1)OC(=O)N1CCC2(C(N3C(O2)CCC3OC)=O)CC1